3-chloro-7-(4-chloro-2-methyl-2H-indazol-5-yl)-N,N-dimethyl-5H-pyrrolo[2,3-b]pyrazine-5-sulfonamide ClC1=CN=C2C(=N1)N(C=C2C2=C(C1=CN(N=C1C=C2)C)Cl)S(=O)(=O)N(C)C